4-((E)-3-((1R,2S)-3-fluoro-1-hydroxy-1-(4-(methylsulfonyl)phenyl)propan-2-ylamino)-3-oxoprop-1-enyl)-2-hydroxybenzamide FC[C@H]([C@@H](C1=CC=C(C=C1)S(=O)(=O)C)O)NC(/C=C/C1=CC(=C(C(=O)N)C=C1)O)=O